S(=O)(=O)=NNC(=O)N sulfonyl-semicarbazide